BrC=1C=C(C=C(C1)Cl)[C@@H]1N(CCNC1)C(=O)OC(C)(C)C tert-butyl (S)-2-(3-bromo-5-chlorophenyl)piperazine-1-carboxylate